CC=1C=C(C=CC1O)CC(C)(C1=CC=C(C=C1)O)C1=CC=C(C=C1)O 1-(3-methyl-4-hydroxyphenyl)-2,2-bis(4-hydroxyphenyl)propane